3β-(Pyridin-3-ylmethoxy)-17-(1H-benzimidazol-1-yl)androsta-5,16-dien N1=CC(=CC=C1)CO[C@@H]1CC2=CC[C@H]3[C@@H]4CC=C([C@@]4(C)CC[C@@H]3[C@]2(CC1)C)N1C=NC2=C1C=CC=C2